2-cyclopropyl-3-(4,4,5,5-tetramethyl-1,3,2-dioxaborolan-2-yl)pyridine tert-butyl-4-[4-(4,4,5,5-tetramethyl-1,3,2-dioxaborolan-2-yl)phenyl]piperidine-1-carboxylate C(C)(C)(C)OC(=O)N1CCC(CC1)C1=CC=C(C=C1)B1OC(C(O1)(C)C)(C)C.C1(CC1)C1=NC=CC=C1B1OC(C(O1)(C)C)(C)C